(Z)-5-(2-hydroxybenzylidene)-isobutylthiazolidine-2,4-dione OC1=C(\C=C/2\C(N(C(S2)=O)CC(C)C)=O)C=CC=C1